4-[4-[3-Cyano-4-[2-(2,4-difluorophenyl)-2-hydroxy-ethoxy]pyrazolo[1,5-a]pyridin-6-yl]-5-methyl-triazol-1-yl]piperidine-1-carboxylic acid tert-butyl ester C(C)(C)(C)OC(=O)N1CCC(CC1)N1N=NC(=C1C)C=1C=C(C=2N(C1)N=CC2C#N)OCC(O)C2=C(C=C(C=C2)F)F